7-bromo-6-((2-(trimethylsilyl)ethoxy)methoxy)isoquinoline BrC1=C(C=C2C=CN=CC2=C1)OCOCC[Si](C)(C)C